1-(3-nitrophenyl)pentane-1,4-dione [N+](=O)([O-])C=1C=C(C=CC1)C(CCC(C)=O)=O